Tert-butyl (S)-2-(3-(2-oxo-2-(phenylamino)ethyl)-1,2,4-oxadiazol-5-yl)piperidine-1-carboxylate O=C(CC1=NOC(=N1)[C@H]1N(CCCC1)C(=O)OC(C)(C)C)NC1=CC=CC=C1